The molecule is a metal sulfate composed of potassium, aluminium and sulfate ions in the ration 1:1:2. It has a role as a flame retardant, a mordant and an astringent. It is a metal sulfate, an aluminium salt and a potassium salt. It contains an aluminium(3+). [O-]S(=O)(=O)[O-].[O-]S(=O)(=O)[O-].[Al+3].[K+]